F[C@@H]1C[C@H](N(C1)C(=O)OC(C)(C)C)C(N[C@H](C#C)CC(=O)N)=O Tert-butyl (2S,4R)-4-fluoro-2-[[(1S)-1-(2-amino-2-oxo-ethyl)prop-2-ynyl]carbamoyl]pyrrolidine-1-carboxylate